CN(C1=NN(C=N1)CC1=CC=C(C=C1)C1=NOC(=N1)C(F)(F)F)C N,N-Dimethyl-1-[[4-[5-(trifluoromethyl)-1,2,4-oxadiazol-3-yl]phenyl]methyl]-1,2,4-triazol-3-amin